Tert-butyl (1s,4s)-1-(3-phenethyl-1,2,4-oxadiazol-5-yl)-2-azabicyclo[2.2.2]octane-2-carboxylate C(CC1=CC=CC=C1)C1=NOC(=N1)C12N(CC(CC1)CC2)C(=O)OC(C)(C)C